N-methyl-N-(3-methyl-2-oxobenzo[g]benzopyran-8-yl)acetamide CN(C(C)=O)C1=CC2=CC3=C(C=C(C(O3)=O)C)C=C2C=C1